methyl 3-(N-(5-cyano-2-(4-fluoropiperidin-1-yl) phenyl) sulfamoyl)-4-ethylbenzoate C(#N)C=1C=CC(=C(C1)NS(=O)(=O)C=1C=C(C(=O)OC)C=CC1CC)N1CCC(CC1)F